[Cl-].Cl.N1C=[NH+]C2=C1C=CC=C2 1H-1,3-benzodiazol-3-ium hydrochloride chloride